ClC=1C(=CC2=C(N=C3C(NC(NC3=N2)=O)=O)C1)CC 7-chloro-8-ethyl-2,4-dioxo-3,4-dihydrobenzo[g]pteridin